tert-butyl (3S)-3-[(6-chloro-8-methyl-1-isoquinolyl)amino]piperidine-1-carboxylate ClC=1C=C2C=CN=C(C2=C(C1)C)N[C@@H]1CN(CCC1)C(=O)OC(C)(C)C